FC=1C=C(CN2N=CC=C2)C=CC1 1-(3-fluorobenzyl)-1H-pyrazol